CCCCC.[O].[O] dioxygen pentane